FC1=CC=C(C=C1)C=1N=C(SC1)N 4-(4-fluorophenyl)-1,3-thiazol-2-amine